N,N'-di-[3-(benzylsulfonyloxy)phenyl]urea C(C1=CC=CC=C1)S(=O)(=O)OC=1C=C(C=CC1)NC(=O)NC1=CC(=CC=C1)OS(=O)(=O)CC1=CC=CC=C1